ONC(=O)OCC hydroxy-urethane